C(C)C(C(=O)O)(C)C ethyl-2-methylpropanoic acid